FC=1C=CN2C1C(NC1=CC(=C(C=C21)F)CN2CC(C(=CC2)C=2C=NC(=CC2)C(=O)NC)OC)=O 1'-((3,8-difluoro-4-oxo-4,5-dihydropyrrolo[1,2-a]quinoxalin-7-yl)methyl)-3'-methoxy-N-methyl-1',2',3',6'-tetrahydro-[3,4'-bipyridine]-6-carboxamide